(1S,3S)-3-((2-(5-(((isobutoxy-carbonyl)amino)methyl)-1-methyl-1H-pyrazol-4-yl)-4-methylpyrimidin-5-yl)oxy)cyclohexane-1-carboxylic acid C(C(C)C)OC(=O)NCC1=C(C=NN1C)C1=NC=C(C(=N1)C)O[C@@H]1C[C@H](CCC1)C(=O)O